ClC1=CC(=CC=2N=C(OC21)CN2CC(CC2)C(=O)OC)\C=C\C2=NC=CC(=C2C#N)C2=C(C(=CC=C2)NC(C2=NC=C(C=C2)C=O)=O)C methyl (E)-1-((7-chloro-5-(2-(3-cyano-4-(3-(5-formylpicolinamido)-2-methylphenyl)pyridin-2-yl)vinyl)benzo[d]oxazol-2-yl)methyl)pyrrolidine-3-carboxylate